[Br-].BrCCCCCCN1C(CCCC1)C 1-(6-bromohexyl)-2-methyl-piperidine bromide